1,4-diethylimidazole C(C)N1C=NC(=C1)CC